FC1=C(C=CC(=C1)F)C1=NC(=CN2C1=NC(=C(C2=O)C)C)B2OC(C(O2)(C)C)(C)C 9-(2,4-difluorophenyl)-2,3-dimethyl-7-(4,4,5,5-tetramethyl-1,3,2-dioxaborolan-2-yl)-4H-pyrazino[1,2-a]pyrimidin-4-one